[4-({4-[4-amino-2-butyl-1-(3,4,5,6-tetrahydro-2H-pyran-4-ylmethyl)thieno[3,2-b]imidazo[4,5-d]pyridin-7-yl]hexahydropyridin-1-yl}carbonyl)cyclohexyl]methyl 4-methylbenzenesulfonate CC1=CC=C(C=C1)S(=O)(=O)OCC1CCC(CC1)C(=O)N1CCC(CC1)C1=CC2=NC(=C3C(=C2S1)N(C(=N3)CCCC)CC3CCOCC3)N